FC1=CC=C(C=C1)C1=CC=C(O1)C=C1C(C2=C(S1)C=CC=C2)=O 2-[[5-(4-Fluorophenyl)-2-furanyl]methylene]benzo[b]thiophen-3(2H)-one